2-methyl-N-(2-methylundecyl)undecan-1-imine oxide CC(C=[N+](CC(CCCCCCCCC)C)[O-])CCCCCCCCC